C(C=CC=CCCCCCCCCC)=O tetradecadien-1-al